C1(=CC=CC=C1)[C@H]1NCCC(C1)O (2S)-2-phenylpiperidin-4-ol